4-[[5-(4-bromo-2-fluoro-phenoxy)-4-methyl-3-pyridinyl]oxy]-3-fluoro-N-(methylsulfamoyl)pyridin-2-amine BrC1=CC(=C(OC=2C(=C(C=NC2)OC2=C(C(=NC=C2)NS(NC)(=O)=O)F)C)C=C1)F